1,3-Bis(2-isocyanato-2-propyl)benzene N(=C=O)C(C)(C)C1=CC(=CC=C1)C(C)(C)N=C=O